ClC1=CC=2N3CCC4(CC3CN(C2N=N1)C(=O)OC(C)(C)C)OCCO4 tert-butyl 4'-chlorospiro[1,3-dioxolane-2,12'-1,5,6,8-tetrazatricyclo[8.4.0.02,7]tetradeca-2(7),3,5-triene]-8'-carboxylate